tert-Butyl (S)-3-(methyl((S)-1-methylpyrrolidin-3-yl)amino)pyrrolidine-1-carboxylate CN([C@@H]1CN(CC1)C(=O)OC(C)(C)C)[C@@H]1CN(CC1)C